FC=1C=C(C=CC(=O)O)C=C(C1C(F)(F)F)F 3,5-difluoro-4-trifluoromethyl-cinnamic acid